(S)-N-(5-(2-(2-aminopyridin-3-yl)-5-(5-(difluoromethyl)thiazol-2-yl)-3H-imidazo[4,5-b]pyridin-3-yl)-2,3-dihydro-1H-inden-1-yl)-3-formyl-4-hydroxybenzamide NC1=NC=CC=C1C1=NC=2C(=NC(=CC2)C=2SC(=CN2)C(F)F)N1C=1C=C2CC[C@@H](C2=CC1)NC(C1=CC(=C(C=C1)O)C=O)=O